C(CCCCCCC)NCCN N-octylethane-1,2-diamine